tert-butyl N-[4-amino-5-(4-bromobenzoyl)thiazol-2-yl]-N-(4-fluorophenyl)carbamate NC=1N=C(SC1C(C1=CC=C(C=C1)Br)=O)N(C(OC(C)(C)C)=O)C1=CC=C(C=C1)F